C(=O)(OCC1C2=CC=CC=C2C2=CC=CC=C12)C(C1=CC=CC=2C3=CC=CC=C3CC12)OC(=O)Cl Fmoc-C1-fluorenylmethyloxycarbonyl chloride